(2'S,3S,4'S,5'S)-6-chloro-4'-(3-chloro-2-fluorophenyl)-2'-neopentylspiro[indoline-3,3'-pyrrolidine] ClC1=CC=C2C(=C1)NC[C@@]21[C@@H](NC[C@@H]1C1=C(C(=CC=C1)Cl)F)CC(C)(C)C